acryloxydodecane-1,1-dicarboxylic acid C(C=C)(=O)OC(CCCCCCCCCCC)(C(=O)O)C(=O)O